CN(C)C=NS(=O)(=O)C1=C(C=CC(=C1)C(C(=O)N)C1=C(C=CC=C1)F)C1=CC(=CC(=C1)C(C)(C)O)F [2-{[(dimethylamino)methylidene]Sulfamoyl}-3'-fluoro-5'-(2-hydroxypropan-2-yl)biphenyl-4-yl]-2-(2-fluorophenyl)acetamide